((4-bromo-2-fluorophenyl)amino)-1-methyl-6-oxo-4-(2-oxoethyl)-1,6-dihydropyridine-3-carboxylic acid methyl ester COC(=O)C1=C(N(C(C=C1CC=O)=O)C)NC1=C(C=C(C=C1)Br)F